FC1=CC=C(C=C1)C=1C=C2C(=NC=NC2=C(C1)OC)NCC=1C(NC(=CC1)C)=O 3-(((6-(4-Fluorophenyl)-8-methoxyquinazolin-4-yl)amino)methyl)-6-methylpyridin-2(1H)-one